FC=1C=C2C(=NC1)NC=C2N2N=C(C=CC2=O)NC2(CCCCC2)CC(=O)O (1-((1-(5-fluoro-1H-pyrrolo[2,3-b]pyridin-3-yl)-6-oxo-1,6-dihydropyridazin-3-yl)amino)cyclohexyl)acetic acid